C(C1=CN=CC=C1)(=O)OC1=CC(=CC(=C1)C=NC=1C=NC=CC1)Cl 3-chloro-5-((pyridin-3-ylimino)methyl)phenyl nicotinate